4'-{[1-({[4-(propan-2-yl)phenyl]methyl}carbamoyl)-D-prolyl]amino}[1,1'-biphenyl]-4-carboxylic acid CC(C)C1=CC=C(C=C1)CNC(=O)N1[C@H](CCC1)C(=O)NC1=CC=C(C=C1)C1=CC=C(C=C1)C(=O)O